O=C1COC=CC1 3-ketopyran